tert-butyl (S,Z)-2-((2-(fluoromethylene)tetrahydro-1H-pyrrolizin-7a(5H)-yl)methoxy)-4-methoxy-5,8-dihydropyrido[3,4-d]pyrimidine-7(6H)-carboxylate F\C=C/1\C[C@@]2(CCCN2C1)COC=1N=C(C2=C(N1)CN(CC2)C(=O)OC(C)(C)C)OC